C(CCC(=O)[O-])(=O)[O-] Succinat